C(C)OC=1C=C(C=CC1OC)[C@@H](CS(=O)(=O)C)N1C(C2=CC=CC(=C2C1=O)NC(CNC(O[C@@H]1[C@@H]2[C@H](OC1)[C@@H](CO2)O[N+](=O)[O-])=O)=O)=O (3S,3aR,6R,6aS)-6-(Nitrooxy)Hexahydrofuro[3,2-b]Furan-3-Yl (2-((2-((S)-1-(3-Ethoxy-4-Methoxyphenyl)-2-(Methylsulfonyl)Ethyl)-1,3-Dioxoisoindolin-4-Yl)Amino)-2-Oxoethyl)Carbamate